1-(2-ethyl-2-fluorobutyl)piperazine C(C)C(CN1CCNCC1)(CC)F